C(C)(=O)NCCNC(=O)C1=NC(=CC=C1N1C[C@@H]2N(C[C@H]1CC)C(N(C2)C2=C(C=C(C=C2)Cl)C(F)(F)F)=O)C=2C(=NC=CC2)OCC N-(2-acetamidoethyl)-3-[(6R,8aS)-2-[4-chloro-2-(trifluoromethyl)phenyl]-6-ethyl-3-oxo-5,6,8,8a-tetrahydro-1H-imidazo[1,5-a]pyrazin-7-yl]-6-(2-ethoxypyridin-3-yl)pyridine-2-carboxamide